tert-butyl (s)-2-((4-methyl-3-((1-(7-(5-(pyrrolidine-1-carbonyl)thiophen-2-yl)quinolin-5-yl)cyclopropyl)carbamoyl) phenoxy)methyl)azetidine-1-carboxylate CC1=C(C=C(OC[C@H]2N(CC2)C(=O)OC(C)(C)C)C=C1)C(NC1(CC1)C1=C2C=CC=NC2=CC(=C1)C=1SC(=CC1)C(=O)N1CCCC1)=O